2,3-dihydro-5,6-dimethoxy-2-{[(1-benzyl)-4-piperidinyl]Methyl}-1H-inden-1-one hydrochloride Cl.COC=1C=C2CC(C(C2=CC1OC)=O)CC1CCN(CC1)CC1=CC=CC=C1